(s)-3-amino-N-(4-hydroxybicyclo[2.1.1]hexan-1-yl)-6-(2-(methyl-d3)-5-(1,1,1-trifluoro-2,3-dihydroxypropan-2-yl)phenyl)pyrazine-2-carboxamide NC=1C(=NC(=CN1)C1=C(C=CC(=C1)[C@@](C(F)(F)F)(CO)O)C([2H])([2H])[2H])C(=O)NC12CCC(C1)(C2)O